C(C)(C)(C)P(C1(C(=CC=CC1)C1=CC=CC=C1)N(C)C)C(C)(C)C 2-di-tert-butylphosphino-2-(N,N-dimethylamino)biphenyl